5,7-difluoro-6-((6-(1-methyl-1H-pyrazol-5-yl)-1H-imidazo[4,5-b]pyrazin-1-yl)methyl)quinoline FC1=C2C=CC=NC2=CC(=C1CN1C=NC=2C1=NC(=CN2)C2=CC=NN2C)F